(R/S)-2-(3-(4-fluorophenyl)-3-(methoxy-d3)azetidin-1-yl)-4-((1-(hydroxymethyl)cyclobutyl)amino)-6,7-dihydrothieno[3,2-d]pyrimidine 5-oxide FC1=CC=C(C=C1)C1(CN(C1)C=1N=C(C2=C(N1)CC[S@]2=O)NC2(CCC2)CO)OC([2H])([2H])[2H] |r|